1-(2,2-difluoroethyl)-5-methyl-6-(2-(2-(trifluoromethyl)pyridin-4-yl)-2,6-diazaspiro[3.4]octan-6-yl)-1,5-dihydro-4H-pyrazolo[3,4-d]pyrimidin-4-one FC(CN1N=CC2=C1N=C(N(C2=O)C)N2CC1(CN(C1)C1=CC(=NC=C1)C(F)(F)F)CC2)F